α,α-dimethyl-propionic acid CC(C(=O)O)(C)C